N-(5-methyl-pyridin-2-yl)-acetamide CC=1C=CC(=NC1)NC(C)=O